((2S)-pyrrolidin-2-yl)prop-2-enoic acid ethyl ester C(C)OC(C(=C)[C@H]1NCCC1)=O